2,5-Difluoro-N-(1-isopropyl-1H-pyrazolo[3,4-b]pyridin-5-yl)benzenesulfonamide FC1=C(C=C(C=C1)F)S(=O)(=O)NC=1C=C2C(=NC1)N(N=C2)C(C)C